N-cyclopropyl-2-fluoro-5-{1-[6-(4-fluoro-piperidin-4-yl)-7-methoxy-imidazo[1,2-a]pyridin-3-yl]-1H-pyrazol-4-yl}-methyl-benzamide hydrochloride Cl.C1(CC1)NC(C1=C(C(=CC(=C1)C=1C=NN(C1)C1=CN=C2N1C=C(C(=C2)OC)C2(CCNCC2)F)C)F)=O